4-imidazo[1,2-a]pyridin-7-ylpyrazole-1-carboxylic acid tert-butyl ester C(C)(C)(C)OC(=O)N1N=CC(=C1)C1=CC=2N(C=C1)C=CN2